para-tert-butylphenol C(C)(C)(C)C1=CC=C(C=C1)O